OCC1=CC=C(C=N1)C(C#N)(C)C 2-(6-(hydroxymethyl)pyridin-3-yl)-2-methylpropanenitrile